49-benzyl-38,41,44,47,50,53-hexaoxo-2,5,8,11,14,17,20,23,26,29,32,35,56-tridecaoxa-39,42,45,48,51,54-hexaazaoctapentacontan-58-oic acid C(C1=CC=CC=C1)C(NC(CNC(CNC(CNC(CCOCCOCCOCCOCCOCCOCCOCCOCCOCCOCCOCCOC)=O)=O)=O)=O)C(NCC(NCOCC(=O)O)=O)=O